C(CC)C(C(=O)O)(CCCCCCCC)CCCC 2-propyl-2-butyldecanoic acid